FC1=NC=C(C(=C1C)N1C(C2=C(C=C1)N(N=C2)CC2=C(C=CC=C2)F)=O)F 5-(2,5-difluoro-3-methylpyridin-4-yl)-1-(2-fluorobenzyl)-1,5-dihydro-4H-pyrazolo[4,3-c]pyridin-4-one